N-(2-(dimethylphosphoryl)-4-(3-ethyl-1H-pyrrolo[2,3-b]pyridin-5-yl)phenyl)acetamide CP(=O)(C)C1=C(C=CC(=C1)C=1C=C2C(=NC1)NC=C2CC)NC(C)=O